(2S,4R)-1-[2-(4-acetyl-3,5-dihydro-2H-1,4-benzoxazin-2-yl)acetyl]-4-fluoro-N-[(S)-phenyl[4-(propan-2-yl)phenyl]methyl]pyrrolidine-2-carboxamide C(C)(=O)N1CC(OC=2C1CC=CC2)CC(=O)N2[C@@H](C[C@H](C2)F)C(=O)N[C@H](C2=CC=C(C=C2)C(C)C)C2=CC=CC=C2